The molecule is a monocarboxylic acid anion resulting from the removal of a proton from the carboxylic acid group of 7-carboxy-7-deazaguanine. The major form of 7-carboxy-7-deazaguanine at pH 7.3. It is a conjugate base of a 7-carboxy-7-deazaguanine. C1=C(C2=C(N1)N=C(NC2=O)N)C(=O)[O-]